ClC=1C=C(C=CC1F)C(C=O)(C)C 2-(3-chloro-4-fluorophenyl)-2-methylpropionaldehyde